CC1(OC[C@H](O1)CN1C(=CC2=CC(=C(C=C12)F)[N+](=O)[O-])C(C)(C)C)C (R)-2-(1-((2,2-dimethyl-1,3-dioxolan-4-yl)methyl)-6-fluoro-5-nitro-1H-indol-2-yl)-2-methylpropan